BrC1=CC=C(C=C1)C1=CC=C(C=C1)C(=O)O[C@H](C(=O)OCC)C (S)-1-ethoxy-1-oxopropan-2-yl 4'-bromo-[1,1'-biphenyl]-4-carboxylate